CN1N=CC(=C1)C=1N=C(C=2N(C1)N=CC2)N2[C@@H](CCCC2)CNC(C#C)=O (S)-N-((1-(6-(1-methyl-1H-pyrazol-4-yl)pyrazolo[1,5-a]pyrazin-4-yl)piperidin-2-yl)methyl)propiolamide